C1=CC(=CC=C1C(C2=CC=C(C=C2)Cl)C(Cl)Cl)Cl dichlorodiphenyldichloroethane